BrC=1C=C(C=C(C1)Br)C1=CC=C(C=C1)C(C)(C)C 3,5-dibromo-4'-(tert-butyl)-1,1'-biphenyl